C(C)OC1=NC=CC=C1C1=CC(=C2C(=N1)C(=NN2C(C)C)C)N(CC2=CC=C(C=C2)OC)CC2=NC=CC(=N2)NN 5-(2-ethoxypyridin-3-yl)-N-((4-hydrazinopyrimidin-2-yl)methyl)-1-isopropyl-N-(4-methoxybenzyl)-3-methyl-1H-pyrazolo[4,3-b]pyridin-7-amine